CN1N=CC2=CC=C(C=C12)C(O)([2H])[2H] (1-methyl-1H-indazol-6-yl)methan-d2-ol